N(N)C1=CC(=C2C(=N1)N(C(=N2)COC)C)N2CCOCC2 4-(5-hydrazinyl-2-(methoxymethyl)-3-methyl-3H-imidazo[4,5-b]pyridin-7-yl)morpholine